C1(CC1)S(=O)(=O)N1CCN(CC1)CC1=NN=C2N1C1=CC=CC=C1C(N2CC2=CC=C(C=C2)OC)=O 1-((4-(Cyclopropylsulfonyl)piperazin-1-yl)methyl)-4-(4-methoxybenzyl)-[1,2,4]triazolo[4,3-a]quinazolin-5(4H)-one